4-(6-((4-cyano-2-fluorobenzyl)oxy)pyridine-2-yl)piperazine-1-carboxylic acid tert-butyl ester C(C)(C)(C)OC(=O)N1CCN(CC1)C1=NC(=CC=C1)OCC1=C(C=C(C=C1)C#N)F